benzyl N-[3-(tert-butoxycarbonylamino)propyl]-N-[2-(3,4-dichloroanilino)ethyl]carbamate C(C)(C)(C)OC(=O)NCCCN(C(OCC1=CC=CC=C1)=O)CCNC1=CC(=C(C=C1)Cl)Cl